5-(6-morpholino-4-((tetrahydrofuran-3-yl)sulfonyl)pyridin-2-yl)pyrimidin-2-amine O1CCN(CC1)C1=CC(=CC(=N1)C=1C=NC(=NC1)N)S(=O)(=O)C1COCC1